(1r,3r)-3-(((1-(2-methoxy-4-(trifluoromethyl)phenyl)pyrido[3,4-d]pyridazin-4-yl)amino)methyl)-1-methylcyclobutan-1-ol COC1=C(C=CC(=C1)C(F)(F)F)C1=C2C(=C(N=N1)NCC1CC(C1)(O)C)C=NC=C2